(2S)-2-[(2-{4-[2-(dimethylamino)ethoxy]pyridin-2-yl}-5H,6H,7H-cyclopenta[d]pyrimidin-4-yl)(methyl)amino]-N-isopropylpropanamide CN(CCOC1=CC(=NC=C1)C=1N=C(C2=C(N1)CCC2)N([C@H](C(=O)NC(C)C)C)C)C